N\C(=C/C(N)=S)\C1=NC=CC=C1C (2Z)-3-amino-3-(3-methylpyridin-2-yl)prop-2-enethioamide